N-(4-((6-(1-Methyl-1H-pyrazol-4-yl)pyrazolo[1,5-a]pyrazin-4-yl)oxy)bicyclo[2.2.1]heptan-1-yl)acrylamide CN1N=CC(=C1)C=1N=C(C=2N(C1)N=CC2)OC21CCC(CC2)(C1)NC(C=C)=O